CC(C(=O)OCC(C)(C1=CC(=CC=C1)C(F)(F)F)NC(NC1=C(C(=CC=C1)CNC(N(C)CC)=O)N)=S)(C)C 2-({[2-amino-3-({[ethyl(methyl)carbamoyl]amino}methyl)phenyl]carbamothioyl}amino)-2-[3-(trifluoromethyl)phenyl]propyl 2,2-dimethylpropanoate